S1C(=NC2=C1C=CC=C2)NC(=O)C=2C=CC=C1CCN(CC21)C2=CC=C(C(=N2)C(=O)OC(C)(C)C)C=2C=NN(C2)CC21OC3CC(CC(C2)C3)C1 tert-butyl 6-[8-(1,3-benzothiazol-2-ylcarbamoyl)-3,4-dihydroisoquinolin-2(1H)-yl]-3-[1-(2-oxatricyclo[3.3.1.13,7]dec-1-ylmethyl)-1H-pyrazol-4-yl]pyridine-2-carboxylate